BrC=1C=C(C(=NC1)C(=O)NC=1C=C2C(=NNC2=CC1)C1=COC=C1)OC 5-Bromo-N-(3-(furan-3-yl)-1H-indazol-5-yl)-3-methoxypicolinamide